C(C)(C)(C)OC(=O)N1C=C(C=CC=C1)OC=1C=C2C(N(C(C2=CC1)=O)C1C(NC(CC1)=O)=O)=O 3-[2-(2,6-dioxo-3-piperidinyl)-1,3-dioxo-isoindolin-5-yl]oxyazepine-1-carboxylic acid tert-butyl ester